(2-(3-phenylureido)phenyl)benzenesulfonamide C1(=CC=CC=C1)NC(NC1=C(C=CC=C1)C1=C(C=CC=C1)S(=O)(=O)N)=O